C1(=CC=CC=C1)C1CC2(C1)NC(N(C2=O)CC2=NC=CC=C2C(F)(F)F)=O 2-phenyl-7-{[3-(trifluoromethyl)pyridin-2-yl]methyl}-5,7-diazaspiro[3.4]octane-6,8-dione